1-Amino-3-bromo-4-(methoxycarbonyl)pyridin-1-ium 2,4,6-trimethylbenzenesulfonate CC1=C(C(=CC(=C1)C)C)S(=O)(=O)[O-].N[N+]1=CC(=C(C=C1)C(=O)OC)Br